4-benzoquinone C1(C=CC(C=C1)=O)=O